1-Butyl-3-ethylpyrrolidinium acetat C(C)(=O)[O-].C(CCC)[NH+]1CC(CC1)CC